2-((tert-butyldimethylsilyl)oxy)acetic acid [Si](C)(C)(C(C)(C)C)OCC(=O)O